(S)-3-(3-(2-(1-amino-1,3-dihydrospiro[indene-2,4'-piperidine]-1'-yl)-1-methyl-6-oxo-1,6-dihydropyrimidin-5-yl)prop-2-yn-1-yl)benzonitrile N[C@@H]1C2=CC=CC=C2CC12CCN(CC2)C=2N(C(C(=CN2)C#CCC=2C=C(C#N)C=CC2)=O)C